tert.-Butylstyrol C(C)(C)(C)C=CC1=CC=CC=C1